C1(=CC=C(C=C1)[C@@]1(CC[C@@]2([C@H]3CC[C@@]4([C@H](CC[C@H]4[C@@H]3[C@@H](C[C@@H]2C1)N(C)C)[C@@H](CCC(=O)O)C)C)C)O)C1=CC=CC=C1 (R)-4-((3S,5R,7R,8R,9S,10S,13R,14S,17R)-3-([1,1'-biphenyl]-4-yl)-7-(dimethylamino)-3-hydroxy-10,13-dimethylhexadecahydro-1H-cyclopenta[a]phenanthren-17-yl)pentanoic acid